2-[(2R)-3-[(4-methoxyphenyl)methoxy]-2-methyl-propyl]isoindolin-1-one COC1=CC=C(C=C1)COC[C@@H](CN1C(C2=CC=CC=C2C1)=O)C